CC1=C(C=CC(=N1)C(=O)O)C1=CC=C(C=C1)NC([C@H]1N(CCC1)C(NC1=CC(=C(C=C1)C(F)(F)F)C)=O)=O |r| 6-methyl-5-{4-[(1-{[3-methyl-4-(trifluoromethyl)phenyl]carbamoyl}-DL-prolyl)amino]phenyl}pyridine-2-carboxylic acid